C(=O)C1CCN(CC1)C1=CC=C(C=C1)[C@@H]1CN(CC1)C1=CC(=C(C#N)C=C1)C(F)(F)F (r)-4-(3-(4-(4-formylpiperidin-1-yl)phenyl)pyrrolidin-1-yl)-2-(trifluoromethyl)benzonitrile